ClC=1C=C(C=CC1)[C@H](C(=O)N1CC2=C(N=C(NC2=O)[C@H](C)C2=CC=CC=C2)CC1)O |&1:19| 6-((R)-2-(3-chlorophenyl)-2-hydroxyacetyl)-2-((R/S)-1-phenylethyl)-5,6,7,8-tetrahydropyrido[4,3-d]pyrimidin-4(3H)-one